NC=1N=NC(=CC1C=1C=NN(C1)C1CCC(CC1)N1CCN(CC1)C=1C=CC=C2C(=NN(C12)C)N1C(NC(CC1)=O)=O)C1=C(C=CC=C1)O 1-(7-(4-((1r,4r)-4-(4-(3-amino-6-(2-hydroxyphenyl)pyridazin-4-yl)-1H-pyrazol-1-yl)cyclohexyl)piperazin-1-yl)-1-methyl-1H-indazol-3-yl)dihydropyrimidine-2,4(1H,3H)-dione